CC(CN)C(C(C(C(CN)C)C)C)C 2,3,4,5,6-pentamethyl-1,7-heptanediamine